(2R,51S)-1'-(O-(r-butyl)-N-methyl-L-seryl)-5,7-difluoro-3-oxo-3,4-dihydrospiro[benzo[b][1,4]oxazine-2,3'-pyrrolidine]-5'-carboxamide C(CCC)OC[C@H](NC)C(=O)N1C[C@]2(CC1C(=O)N)C(NC1=C(O2)C=C(C=C1F)F)=O